OC=1C2(N3C=CC=C3C(C1)=O)CCCC2 6'-hydroxy-8'-oxo-8'H-spiro[cyclopentane-1,5'-indolizine]